(5-Bromopyrazolo[1,5-a]pyridin-3-yl)(8-methyl-3,8-diazabicyclo[3.2.1]octan-3-yl)methanone BrC1=CC=2N(C=C1)N=CC2C(=O)N2CC1CCC(C2)N1C